(1r,3r)-3-(4-(6-chloropyrazolo[1,5-a]pyrazin-4-yl)-1H-pyrazol-1-yl)-3-(cyanomethyl)cyclobutane-1-carbonitrile ClC=1N=C(C=2N(C1)N=CC2)C=2C=NN(C2)C2(CC(C2)C#N)CC#N